4-(3-Chloro-2-fluoro-6-(4-(trifluoromethyl)-1H-1,2,3-triazol-1-yl)phenyl)pyridin-2-ol ClC=1C(=C(C(=CC1)N1N=NC(=C1)C(F)(F)F)C1=CC(=NC=C1)O)F